FC1=C(C=CC=C1C(C1=CC=CC=C1)O)NC(=O)C1=CC(=NN1C=1C=C(CNC(OC(C)(C)C)=O)C=CC1)C(F)(F)F tert-butyl 3-(5-(2-fluoro-3-(hydroxy(phenyl)methyl)phenylcarbamoyl)-3-(trifluoromethyl)-1H-pyrazol-1-yl)benzylcarbamate